C1(CCCCC1)CN1C=CC2=CC(=CC=C12)C1=NC=CC(=N1)C(=O)N 2-(1-(cyclohexylmethyl)-1H-indol-5-yl)pyrimidine-4-carboxamide